octadecane-5,12-diol CCCCC(CCCCCCC(CCCCCC)O)O